OC=1C(C(=CN2N3CC=CC(N(C(C12)=O)C3)C)C(=O)NCC3=C(C=C(C=C3F)F)F)=O 6-hydroxy-10-methyl-5,8-dioxo-N-[(2,4,6-trifluorophenyl)methyl]-1,2,9-triazatricyclo[7.4.1.02,7]tetradeca-3,6,11-triene-4-carboxamide